4,4'-bis[N-(4-diphenylaminophenyl)N-phenylamino]biphenyl C1(=CC=CC=C1)N(C1=CC=C(C=C1)N(C1=CC=CC=C1)C1=CC=C(C=C1)C1=CC=C(C=C1)N(C1=CC=C(C=C1)N(C1=CC=CC=C1)C1=CC=CC=C1)C1=CC=CC=C1)C1=CC=CC=C1